5'-DEOXYADENOSINE (Benzoyloxy)methyl-(2S,5R,6R)-3,3-dimethyl-7-oxo-6-(2-phenoxyacetamido)-4-thia-1-azabicyclo[3.2.0]heptane-2-carboxylate C(C1=CC=CC=C1)(=O)OC[C@]1(N2C([C@H]([C@H]2SC1(C)C)NC(COC1=CC=CC=C1)=O)=O)C(=O)O.[C@@H]1([C@H](O)[C@H](O)[C@@H](C)O1)N1C=NC=2C(N)=NC=NC12